FC=1C=C2C(=CC(=NC2=CC1)C(F)(F)F)N[C@@H]1C[C@@H](CCC1)NC(C1=CC(=CC=C1)OC)=O N-[(1R,3S)-3-{[6-fluoro-2-(trifluoromethyl)quinolin-4-yl]amino}cyclohexyl]-3-methoxybenzamide